O=C1N(C(C2C3C=CC(C12)C3)=O)C(C(=O)O)CCSC 2-(1,3-dioxo-1,3,3a,4,7,7a-hexahydro-2H-4,7-methanoisoindol-2-yl)-4-(methylthio)butanoic acid